(6-(3-(4-ethynyl-3-fluorophenoxy)azetidin-1-yl)pyridin-3-yl)-2-fluoro-6-hydroxypyrazolo[1,5-a]pyridine-3-carbonitrile C(#C)C1=C(C=C(OC2CN(C2)C2=CC=C(C=N2)C=2C=3N(C=C(C2)O)N=C(C3C#N)F)C=C1)F